C1(=CC=CC=C1)N1N=CC(=C1C(F)(F)F)C(=O)NN=C(C)C1=C(C=C(C=C1)Cl)Cl 1-phenyl-5-trifluoromethyl-N'-(1-(2,4-dichlorophenyl)ethylidene)-1H-pyrazole-4-formhydrazide